C(NC(=O)C1=NC=C(C=C1)N1CCN(CC1)CC=1C=C2NC(C(=NC2=CC1)C)=O)([2H])([2H])[2H] N-(methyl-d3)-5-(4-((2-methyl-3-oxo-4H-quinoxalin-6-yl)methyl)piperazin-1-yl)pyridine-2-carboxamide